3-[[[(1S)-1-(carboxymethyl)-2-(hydroxyamino)-2-oxo-ethyl]amino]methyl]benzoic acid C(=O)(O)C[C@@H](C(=O)NO)NCC=1C=C(C(=O)O)C=CC1